1,1,3,3-tetra-butoxymethylurea C(CCC)OCN(C(=O)N(COCCCC)COCCCC)COCCCC